BrC=1CC2=C3C(=C4CC(CC4=C2C1)(C)C)CC(C3)(C)C 8-bromo-2,2,5,5-tetramethyl-2,3,4,5,6,7-hexahydro-1H-cyclopenta[e]as-indacene